C(C)(C)(C)N1N=CC(=C1C(=O)NCCC1=CC=C(C=C1)C(=O)NNC(CCC)=O)OC1=CC(=CC=C1)C(F)(F)F 1-(tert-butyl)-N-(4-(2-butyrylhydrazine-1-carbonyl)phenethyl)-4-(3-(trifluoromethyl)phenoxy)-1H-pyrazole-5-carboxamide